(5-(4-(1-methyl-3-(1-methyl-2-oxo-5-(trifluoromethyl)-1,2-dihydropyridin-3-yl)ureido)piperidin-1-yl)pyridin-2-yl)cyclopropanecarboxamide CN(C(=O)NC=1C(N(C=C(C1)C(F)(F)F)C)=O)C1CCN(CC1)C=1C=CC(=NC1)C1(CC1)C(=O)N